(S)-N-(5-(2,6-Difluoro-4-methoxyphenyl)-2-(3-(2-hydroxypropoxy)-6-(trifluoromethyl)pyridin-2-yl)-1-methyl-3-oxo-2,3-dihydro-1H-pyrazol-4-yl)-4-(difluoromethoxy)benzamide FC1=C(C(=CC(=C1)OC)F)C1=C(C(N(N1C)C1=NC(=CC=C1OC[C@H](C)O)C(F)(F)F)=O)NC(C1=CC=C(C=C1)OC(F)F)=O